5-(4-chlorophenyl)-1,3,4-oxadiazole-2-carbohydrazide ClC1=CC=C(C=C1)C1=NN=C(O1)C(=O)NN